(+/-)-trans-3-((7-cyclopropyl-2-(5-fluoro-1H-pyrrolo[2,3-b]pyridin-3-yl)-7H-pyrrolo[2,3-d]pyrimidin-4-yl)amino)bicyclo[2.2.2]octane-2-carboxylic acid C1(CC1)N1C=CC2=C1N=C(N=C2NC2C(C1CCC2CC1)C(=O)O)C1=CNC2=NC=C(C=C21)F